C(C)S(=O)(=O)C=1C=C(C=NC1C=1N=C2N(C=NC(=C2)C(F)(F)F)C1)C(C#N)(C)C 2-[5-ethylsulfonyl-6-[7-(trifluoromethyl)imidazo[1,2-c]pyrimidin-2-yl]-3-pyridinyl]-2-methyl-propionitrile